COC=1C=C(C=CC1[N+](=O)[O-])N1CCC(CC1)N1CCN(CC1)C([2H])([2H])[2H] 1-(1-(3-methoxy-4-nitrophenyl)piperidin-4-yl)-4-(methyl-d3)piperazine